C(C)OC(=O)C1N(CCC1)C 1-methylpyrrolidine-2-carboxylic acid ethyl ester